1-(9Z-heptadecenoyl)-2-(9Z-octadecenoyl)-glycero-3-phospho-(1'-sn-glycerol) CCCCCCCC/C=C\CCCCCCCC(=O)O[C@H](COC(=O)CCCCCCC/C=C\CCCCCCC)COP(=O)(O)OC[C@H](CO)O